p-Hydroxybenzoyl-CoA OC1=CC=C(C(=O)SCCNC(CCNC([C@@H](C(COP(OP(OC[C@@H]2[C@H]([C@H]([C@@H](O2)N2C=NC=3C(N)=NC=NC23)O)OP(=O)(O)O)(=O)O)(=O)O)(C)C)O)=O)=O)C=C1